C(#N)C1=C(C=C(C=C1)NC([C@@](COC=1C=NC(=CC1)C#N)(C)O)=O)C(F)(F)F (S)-N-(4-cyano-3-(trifluoromethyl)phenyl)-3-((6-cyanopyridin-3-yl)oxy)-2-hydroxy-2-methylpropionamide